FC(C(=O)[O-])C(=O)[O-] Fluoromalonat